N-(beta-aminoethyl)-gamma-aminopropyl-trimethyloxysilane NCCNCCC[Si](OC)(OC)OC